2-{1-[(2R)-Butan-2-yl]-1H-pyrazol-4-yl}-5-[({1-[2-fluoro-4-(trifluoromethyl)phenyl]cyclopropyl}carbonyl)amino]benzoic acid C[C@H](CC)N1N=CC(=C1)C1=C(C(=O)O)C=C(C=C1)NC(=O)C1(CC1)C1=C(C=C(C=C1)C(F)(F)F)F